NC1=NC(=C2C(=N1)N(N=C2)CC2=CC(=C(C=C2)N)C)C2=CC=CC(=N2)C#N 6-[6-amino-1-[(4-amino-3-methyl-phenyl)methyl]pyrazolo[3,4-d]pyrimidine-4-yl]pyridine-2-carbonitrile